N,N,N,N-tetramethylchloroformamidinium hexafluorophosphate CN(C)C(=[N+](C)C)Cl.F[P-](F)(F)(F)(F)F